C(C1=CC=CC=C1)OC=1C=C(C=CC1OC)C=1C(=CC(=NC1)Cl)C1=CC(=C(C#N)C=C1)F 4-(5-(3-(benzyloxy)-4-methoxyphenyl)-2-chloropyridin-4-yl)-2-Fluorobenzonitrile